BrC=1C=C(C=CC1)C(CC(F)(F)F)=NS(=O)C(C)(C)C N-(1-(3-bromophenyl)-3,3,3-trifluoropropylidene)-2-methylpropane-2-sulfinamide